4-((2s,5r)-4-(bis(4-chlorophenyl)methyl)-2,5-dimethylpiperazin-1-yl)-1-methyl-2-oxo-1,2-dihydropyrido[3,2-d]pyrimidine-6-carbonitrile ClC1=CC=C(C=C1)C(N1C[C@@H](N(C[C@H]1C)C=1C2=C(N(C(N1)=O)C)C=CC(=N2)C#N)C)C2=CC=C(C=C2)Cl